ClC=1C=C(C=CC1Cl)N(C(C)C)C[C@H]1N=C(OC1)N (R)-4-{[(3,4-dichloro-phenyl)-isopropyl-amino]-methyl}-4,5-dihydro-oxazol-2-ylamine